C(CCC)OC(=O)N(C(=S)OCC)CCCCCC butoxycarbonyl-hexyl-thiourethane